ClC=1C=C(C=C(C1)Cl)C1=CC=NC=2N1N=C(C2C2=NC1=C(N2C)C=CC(=C1)C(F)(F)F)SCC 7-(3,5-dichlorophenyl)-2-(ethylsulfanyl)-3-(1-methyl-5-(trifluoromethyl)-1H-benzo[d]imidazol-2-yl)pyrazolo[1,5-a]pyrimidine